tert-butyl 4-((4-(4-morpholino-7-((2-(trimethylsilyl)ethoxy)methyl)-7H-pyrrolo[2,3-d]pyrimidin-6-yl)phenyl)carbamoyl)piperidine-1-carboxylate O1CCN(CC1)C=1C2=C(N=CN1)N(C(=C2)C2=CC=C(C=C2)NC(=O)C2CCN(CC2)C(=O)OC(C)(C)C)COCC[Si](C)(C)C